ClC1=NC=2C=CN(C(C2C=C1)=O)C12CCC(CC1)(C2)NC(OC(C)(C)C)=O tert-butyl N-[4-(2-chloro-5-oxo-1,6-naphthyridin-6-yl)norbornan-1-yl]carbamate